COCC(CC=C)(C=1NC=C(N1)C=1C=C2C=CC(=NC2=CC1OC)C)NC(OC(C)(C)C)=O tert-butyl (1-methoxy-2-(4-(7-methoxy-2-methylquinolin-6-yl)-1H-imidazol-2-yl)pent-4-en-2-yl)carbamate